FC1=C(C=C2C=C(NC2=C1)C)C1=NC2=CC=C(N=C2C=C1)C1CCNCC1 2-(6-fluoro-2-methylindol-5-yl)-6-(piperidin-4-yl)-1,5-naphthyridine